C(C)(C)(C)C1=CC=C(C=C1)C(C(=O)NCC=1C=C2CN(C(C2=CC1)=O)C1C(NC(CC1)=O)=O)=O 2-(4-(tert-butyl)-phenyl)-N-((2-(2,6-dioxopiperidin-3-yl)-1-oxoisoindolin-5-yl)methyl)-2-oxoacetamide